(S,E)-2-(1,2-Dimethylpyrrolidin-2-yl)-N-((4-Fluoro-2,6-diisopropylphenyl)carbamoyl)ethen-1-sulfonamid CN1[C@](CCC1)(C)/C=C/S(=O)(=O)NC(NC1=C(C=C(C=C1C(C)C)F)C(C)C)=O